ClC1=C(C=CC(=C1)Cl)[C@H](C)NC(=O)C=1SC(=CC1)S(=O)(=O)NC (S)-N-(1-(2,4-dichlorophenyl)ethyl)-5-(N-methylaminosulfonyl)thiophene-2-carboxamide